6-(2-bromo-4-(trifluoromethyl)phenyl)-3,4-dihydroisoquinolin-1(2H)-one BrC1=C(C=CC(=C1)C(F)(F)F)C=1C=C2CCNC(C2=CC1)=O